C=C=CCC methylenebutene